Br(=O)(=O)O.C1=CC(=CC2=NC=C3C=C(C=CC3=C12)N)N phenanthridine-3,8-diamine bromate